C(C)C1=C(C2=NC(=CC=C2N1)N1CCN(CC1)CC(=O)N1CC(C1)O)N(C=1SC(=C(N1)C1=CC=C(C=C1)F)C#N)C 2-((2-ethyl-5-(4-(2-(3-hydroxyazetidin-1-yl)-2-oxoethyl)piperazin-1-yl)-1H-pyrrolo[3,2-b]pyridin-3-yl)(methyl)amino)-4-(4-fluorophenyl)thiazole-5-carbonitrile